2-(2,6-difluoro-4-(piperidin-1-yl)phenyl)acetaldehyde FC1=C(C(=CC(=C1)N1CCCCC1)F)CC=O